3-chlorobenzyl (1-((6-cyclopropylimidazo[1,2-a]pyridin-2-yl) methyl)-1H-[1,2,3]triazolo[4,5-c]pyridin-6-yl)carbamate C1(CC1)C=1C=CC=2N(C1)C=C(N2)CN2N=NC=1C=NC(=CC12)NC(OCC1=CC(=CC=C1)Cl)=O